C(C)C=1NC(=C(N1)C=O)C 2-ETHYL-5-METHYL-1H-IMIDAZOLE-4-CARBALDEHYDE